O=C1N(C(C2=C3C(C=CC=C13)=CC=C2)=O)CCCC(=O)NO 4-(1,3-dioxo-1h,3h-benzo[de]isoquinolin-2-yl)-N-hydroxybutyramide